3-(oxetan-3-yl)propane-1,3-dione O1CC(C1)C(CC=O)=O